oxygen molybdenum-silicon [Si].[Mo].[O]